2-Chloro-6-ethylamino-1-hydroxy-4-nitrobenzol ClC1=C(C(=CC(=C1)[N+](=O)[O-])NCC)O